FC=1C=C(C(=O)OCC)C=C(C1)I ethyl 3-fluoro-5-iodobenzoate